[N+](=O)([O-])C1=C(OC2(C[C@H](N(C2)C(=O)OC(C)(C)C)C(=O)OC)C(=O)OC)C=CC=C1 1-(t-butyl) 2,4-dimethyl (2S)-4-(2-nitrophenoxy)pyrrolidine-1,2,4-tricarboxylate